COC1=C(CNC=2C3=C(N=CN2)C(=CS3)C(=O)NC3=C2C=CN=C(C2=CC=C3C)CC3=CC=C(C=C3)F)C=CC(=C1)OC 4-((2,4-dimethoxybenzyl)amino)-N-(1-(4-fluorobenzyl)-6-methylisoquinolin-5-yl)thieno[3,2-d]pyrimidine-7-carboxamide